N(=[N+]=[N-])C(C)(C1CC1)C1=CN=C(C2=CN=C(C=C12)Cl)OC1CC1 4-(1-azido-1-cyclopropylethyl)-6-chloro-1-cyclopropyloxy-2,7-naphthyridine